ethyl 3-[2-chloro-4-fluoro-5-[3-methyl-2,6-dioxo-4-(trifluoromethyl)pyrimidin-1-yl]phenyl]-5-methyl-4H-isoxazole-5-carboxylate ClC1=C(C=C(C(=C1)F)N1C(N(C(=CC1=O)C(F)(F)F)C)=O)C1=NOC(C1)(C(=O)OCC)C